O=C1NC=2C=CC=CC2C=2N1N=C(C2)CNC(C2=C(C=CC=C2)OC(F)(F)F)=O N-((5-oxo-5,6-dihydropyrazolo[1,5-c]quinazolin-2-yl)methyl)-2-(trifluoromethoxy)benzamide